NC(CC)C1=CC=C(C=C1)Br 1-amino-1-(4-bromophenyl)propane